C1(=CC=CS1)C(=O)C=1C=C2C=3C=C(C=CC3N(C2=CC1)CC)C(CCC1CCCC1)=O 1-(6-thenoyl-9-ethylcarbazol-3-yl)-3-cyclopentyl-propane-1-one